C(C)(C)(C)OC(=O)NCCOCCNC1=C(NC=C1C)C(=O)OCC ethyl 3-((2-(2-((tert-butoxycarbonyl) amino) ethoxy) ethyl) amino)-4-methyl-1H-pyrrole-2-carboxylate